C(#N)[C@@]1(CC12CC2)C=2C=C1C=C(N=CC1=CC2)NC(=O)C2C(C2)C2=NC=CC=C2 N-(6-((R)-1-cyanospiro[2.2]pentan-1-yl)isoquinolin-3-yl)-2-(pyridin-2-yl)cyclopropane-1-carboxamide